C1=CC=CC=2C3=CC=CC=C3C(C12)COC(=O)N[C@H](C(=O)O)COC1OCCCC1 (2S)-2-(9H-fluoren-9-ylmethoxycarbonylamino)-3-(oxan-2-yloxy)propanoic acid